N-(2-amino-3-fluoro-4-((4-hydroxybenzyl)amino)phenyl)-2,3-difluorooctanamide NC1=C(C=CC(=C1F)NCC1=CC=C(C=C1)O)NC(C(C(CCCCC)F)F)=O